COC(=O)C1=CC(=CC=2N(C=NC21)C(=O)OC(C)(C)C)Br 6-bromo-1H-benzo[d]imidazole-1,4-dicarboxylic acid 1-(tert-butyl) 4-methyl ester